ClC1=NC(=NC(=C1C(C(F)(F)F)(F)F)Cl)N=CN(C)C N'-[4,6-Dichloro-5-(1,1,2,2,2-pentafluoroethyl)pyrimidin-2-yl]-N,N-dimethyl-formamidine